O1CCC2=C1C=CC(=C2)C=N[S@](=O)C(C)(C)C (R)-N-((2,3-Dihydrobenzofuran-5-yl)methylidene)-2-methylpropane-2-sulfinamide